(3S,4S)-4-fluoromethyl-1,3-dimethylpiperidine-3-methanol FC[C@@H]1[C@@](CN(CC1)C)(CO)C